2-bromo-9-(2-pyridyl)carbazole BrC1=CC=2N(C3=CC=CC=C3C2C=C1)C1=NC=CC=C1